ClC1=C(C=CC=2N=C(SC21)N(C)C)C2=CN(C1=NC(=CN=C12)N1C2CC(CC1CC2)NC(OC(C)(C)C)=O)COCC[Si](C)(C)C tert-Butyl N-[endo-8-{7-[7-chloro-2-(dimethylamino)-1,3-benzothiazol-6-yl]-5-{[2-(trimethylsilyl)ethoxy] methyl}-5H-pyrrolo[2,3-b]pyrazin-3-yl}-8-azabicyclo[3.2.1]octan-3-yl]carbamate